FC=1C=C(C=C(C1OC1=CC=NC2=CC(=CC=C12)OCCNC)F)C1=NC=CC(=C1C(=O)N)OC (3,5-difluoro-4-((7-(2-(methylamino)ethoxy)quinolin-4-yl)oxy)phenyl)-4-methoxypyridine-3-carboxamide